FC1(CCC(CC1)NC[C@H]1C[C@H](CCC1)OC1=C(C=CC(=C1)C)S(=O)(=O)N1[C@@H](CCC1)C(=O)OC(C)(C)C)F |o1:9,11| tert-butyl ((2-(((1S*,3R*)-3-(((4,4-difluorocyclohexyl)amino)methyl)cyclohexyl)oxy)-4-methylphenyl)sulfonyl)-L-prolinate